FC(C=1C=C(COC2=CC=C(C=C2)NC(=O)N2CCN(CC2)CCC2=CC=C(C=C2)OC)C=C(C1)C(F)(F)F)(F)F N-(4-((3,5-bis(trifluoromethyl)benzyl)oxy)phenyl)-4-(4-methoxyphenethyl)piperazine-1-carboxamide